C(C1=CC=CC=C1)OC1=C(C(=O)OC)C=C(C(=C1)Br)F methyl 2-(benzyloxy)-4-bromo-5-fluorobenzoate